2-(4-(tert-butyl)phenyl)-5-fluoro-11-(pyrrolidin-1-yl)-8H-dibenzo[3,4:6,7]cyclohepta[1,2-b]thiophen-8-one C(C)(C)(C)C1=CC=C(C=C1)C1=CC2=C(S1)C1=C(C(C3=C2C=C(C=C3)F)=O)C=CC(=C1)N1CCCC1